2-fluoro-8-methyl-4-methoxy-3-(3-methylpiperazin-1-yl)-5-cyclopropyl-5H-indolo[3,2-c]quinoline FC=1C=C2C=3C(=CN(C2=C(C1N1CC(NCC1)C)OC)C1CC1)C1=CC(=CC=C1N3)C